[N+](=O)([O-])[C@@H]1CN(CC[C@H]1C1=CC=CC=C1)C(=O)OCC1=CC=CC=C1 (3S,4S)-benzyl 3-nitro-4-phenylpiperidine-1-carboxylate